[1-[3-(difluoromethyl)-1-(6-cyano-3-pyridyl)-1H-1,2,4-triazol-5-yl]ethyl]-1H-isoindole-1,3(2H)-dione FC(C1=NN(C(=N1)C(C)N1C(C2=CC=CC=C2C1=O)=O)C=1C=NC(=CC1)C#N)F